iodo-5-methylpyridazine-4-carboxylate IC=1N=NC=C(C1C(=O)[O-])C